4,8-dihydroxyquinoline-2-formic acid OC1=CC(=NC2=C(C=CC=C12)O)C(=O)O